N-ethyl-2-(2-phenyl-2H-1,2,3-triazol-4-yl)-N-[(3R)-pyrrolidin-3-yl]-1,3-thiazole-4-carboxamide C(C)N(C(=O)C=1N=C(SC1)C1=NN(N=C1)C1=CC=CC=C1)[C@H]1CNCC1